C(C=C)B(O)O.OC(C)(C)C(C)(C)O pinacol allylboronate